2,4-di(11'-triisopropylsilyloxyundecyloxy)benzyl alcohol C(C)(C)[Si](OCCCCCCCCCCCOC1=C(CO)C=CC(=C1)OCCCCCCCCCCCO[Si](C(C)C)(C(C)C)C(C)C)(C(C)C)C(C)C